(R)-Methyl 9-((4-((1-(3-bromophenyl)ethyl)amino)-6-methoxy-2-methyl-quinazolin-7-yl)oxy)nonanoate BrC=1C=C(C=CC1)[C@@H](C)NC1=NC(=NC2=CC(=C(C=C12)OC)OCCCCCCCCC(=O)OC)C